[(1,3-thiazol-2-yl)methyl]-7H-pyrrolo[2,3-d]pyrimidin-4-amine S1C(=NC=C1)CC=1N=C(C2=C(N1)NC=C2)N